2-(4-bromo-3,5-dimethyl-phenyl)-3,5-dioxo-1,2,4-triazine-6-carbonitrile BrC1=C(C=C(C=C1C)N1N=C(C(NC1=O)=O)C#N)C